methylthieno[2,3-b]pyridine CC1=CC=2C(=NC=CC2)S1